tri(cetyl) thiophosphate P(=S)(OCCCCCCCCCCCCCCCC)(OCCCCCCCCCCCCCCCC)OCCCCCCCCCCCCCCCC